lithium (S)-2-(benzyloxycarbonyl-(methyl)amino)-2-cyclopentyl-acetate salt C(C1=CC=CC=C1)OC(=O)N([C@H](C(=O)[O-])C1CCCC1)C.[Li+]